O=C1NC(CCC1N1C(C2=CC=C(C=C2C1=O)N1CC(C1)C#CC=1C=NN(C1)C(C(=O)NC1=C(C(=O)NC)C=C(C=C1)C(F)(F)F)(C)C)=O)=O 2-(2-(4-((1-(2-(2,6-dioxopiperidin-3-yl)-1,3-dioxoisoindolin-5-yl)azetidin-3-yl)ethynyl)-1H-pyrazol-1-yl)-2-methylpropanamido)-N-methyl-5-(trifluoromethyl)benzamide